C1(CCCCC1)NC1CCCCC1.C(C1=CC=CC=C1)OC(=O)N1C[C@@H]([C@@H](C1)CC)C(=O)O (3R,4S)-1-((benzyloxy)carbonyl)-4-ethylpyrrolidine-3-carboxylic acid dicyclohexylamine salt